(S)-1-(5-(((S)-6a,7,8,9-tetrahydro-6H-pyrido[3,2-b]pyrrolo[1,2-d][1,4]oxazin-4-yl)thio)pyrazin-2-yl)-4'H,6'H-spiro[piperidine-4,5'-pyrrolo[1,2-b]pyrazol]-4'-amine N1=CC=C(C=2OC[C@H]3N(C21)CCC3)SC=3N=CC(=NC3)N3CCC2([C@@H](C=1N(N=CC1)C2)N)CC3